(1-(4-methyl-4-((methylthio)methyl)piperidin-1-yl)-1,6-dihydroimidazo[4,5-d]pyrrolo[2,3-b]pyridin-2-yl)methyl nitrate [N+](=O)(OCC1=NC=2C(=C3C(=NC2)NC=C3)N1N1CCC(CC1)(CSC)C)[O-]